COC(C(=O)C1=CC=CC=C1)Br 2-methoxy-α-bromoacetophenone